ClC=1C(=C(C=CC1)C1(CN(C1)C(=O)OC(C)(C)C)NC1=CC=C2C(C(N(C2=C1)CCOC)=O)(C)C)C tert-butyl 3-(3-chloro-2-methylphenyl)-3-((1-(2-methoxyethyl)-3,3-dimethyl-2-oxoindolin-6-yl)amino)azetidine-1-carboxylate